(S*,E)-1-(3-(3-(trifluoromethyl)styryl)pyrrolidin-1-yl)prop-2-en-1-one FC(C=1C=C(/C=C/[C@H]2CN(CC2)C(C=C)=O)C=CC1)(F)F |o1:7|